2-oxo-N-(pyridin-3-ylmethyl)indoline-6-carboxamide tert-butyl-(2S)-2-[[6-(4-cyanophenyl)-5-(4-fluorophenyl)pyrrolo[3,2-b]pyridin-1-yl]methyl]morpholine-4-carboxylate C(C)(C)(C)OC(=O)N1C[C@@H](OCC1)CN1C=CC2=NC(=C(C=C21)C2=CC=C(C=C2)C#N)C2=CC=C(C=C2)F.O=C2NC1=CC(=CC=C1C2)C(=O)NCC=2C=NC=CC2